C1(CC1)C1=C(C(=NO1)C1=C(C=NC=C1Cl)Cl)COC12CCC(CC1)(CC2)C2=NC1=CC=C(C=C1C=C2)OC 2-(4-((5-Cyclopropyl-3-(3,5-dichloropyridin-4-yl)isoxazol-4-yl)methoxy)bicyclo[2.2.2]octan-1-yl)-6-methoxychinolin